C1(CC1)C=1N=CC=2C3=C(C=C(C2C1)S(=O)(=O)NCC(C)(C)F)C(CCC3)NC=3C=NC(=CC3)C=3N=NN(N3)C 3-cyclopropyl-N-(2-fluoro-2-methylpropyl)-7-[[6-(2-methyltetrazol-5-yl)pyridin-3-yl]amino]-7,8,9,10-tetrahydrobenzo[h]isoquinoline-5-sulfonamide